Cl.CN1N=CC(=C1)C1CNCCO1 2-(1-methyl-1H-pyrazol-4-yl)morpholine hydrochloride